methyl 4-{3-azabicyclo[3.1.0]hex-3-yl}-3-cyanobenzoate C12CN(CC2C1)C1=C(C=C(C(=O)OC)C=C1)C#N